(2S)-2-[(3R)-1-tert-butoxycarbonylpyrrolidin-3-yl]-3-(3-cyanophenyl)propanoic acid C(C)(C)(C)OC(=O)N1C[C@H](CC1)[C@@H](C(=O)O)CC1=CC(=CC=C1)C#N